diethyl-ortho-toluidine C(C)N(C=1C(=CC=CC1)C)CC